6-(4-((3-hydroxy-4-(4-methyl-1-oxo-1,3-dihydroisobenzofuran-5-yl)pyrrolidin-1-yl)methyl)-1H-pyrazol-1-yl)-4-methylnicotinonitrile OC1CN(CC1C=1C(=C2COC(C2=CC1)=O)C)CC=1C=NN(C1)C1=NC=C(C#N)C(=C1)C